6-(4-chloro-3-fluorophenyl)-3-(3-(3-methylpyridin-4-yl)-1-((2-(trimethylsilyl)ethoxy)methyl)-1H-pyrazol-5-yl)-1,3-oxazinan-2-one ClC1=C(C=C(C=C1)C1CCN(C(O1)=O)C1=CC(=NN1COCC[Si](C)(C)C)C1=C(C=NC=C1)C)F